C(C)(C)(C)OC(=O)C=1C=CC(=C(C1)C1=CC(=C(C=C1)OCCN1CCOCC1)C(=O)O)F 5'-(tert-butoxycarbonyl)-2'-fluoro-4-(2-morpholinoethoxy)-[1,1'-biphenyl]-3-carboxylic acid